OC1=C(OC2=C(C1=O)C(=CC(=C2)O)O)C=2C=C1C=CNC1=CC2 3,5,7-Trihydroxy-2-(1H-indol-5-yl)benzopyran-4-one